FC=1C=C2C(=NC(=NC2=C(C1C1=CC(=CC2=CC=CC(=C12)C#C)O)F)OC[C@]12CCCN2C[C@@H](C1)F)N1[C@@H]2CN[C@](C1)(CC2)C 4-(6,8-difluoro-2-(((2R,7aS)-2-fluorotetrahydro-1H-pyrrolizin-7a(5H)-yl)methoxy)-4-((1S,4S)-4-methyl-2,5-diazabicyclo[2.2.2]octan-2-yl)quinazolin-7-yl)-5-ethynylnaphthalen-2-ol